(S)-3-(6-(3-chlorophenyl)-4-((3-isopropylphenyl)sulfonyl)-3,4-dihydro-2H-benzo[b][1,4]oxazin-2-yl)propanoic acid ClC=1C=C(C=CC1)C1=CC2=C(O[C@H](CN2S(=O)(=O)C2=CC(=CC=C2)C(C)C)CCC(=O)O)C=C1